3-[2-(trimethylazaniumyl)ethyl]-1H-indol-5-olate C[N+](CCC1=CNC2=CC=C(C=C12)[O-])(C)C